4-(3-cyano-6-(1-methyl-1H-pyrazol-4-yl)pyrazolo[1,5-a]pyridin-4-yl)-N-((6-(trifluoromethyl)pyridin-3-yl)methyl)-1H-pyrazole-1-carboxamide C(#N)C=1C=NN2C1C(=CC(=C2)C=2C=NN(C2)C)C=2C=NN(C2)C(=O)NCC=2C=NC(=CC2)C(F)(F)F